N-(4-(4-amino-7H-pyrrolo[2,3-d]pyrimidin-7-yl)benzyl)-5-benzyl-1-methyl-1H-pyrazol-3-carboxamide NC=1C2=C(N=CN1)N(C=C2)C2=CC=C(CNC(=O)C1=NN(C(=C1)CC1=CC=CC=C1)C)C=C2